ClC=1C(=NC=C(C1)C(F)(F)F)N1N=C(C=C1)N 1-[3-chloro-5-(trifluoromethyl)pyridin-2-yl]-1H-pyrazol-3-amine